9-(1-acryloyl-1,2,5,6-tetrahydropyridin-3-yl)-1,3,4,5-tetrahydro-thiopyrano[4,3-b]Indole C(C=C)(=O)N1CC(=CCC1)C=1C=2C3=C(NC2C=CC1)CCSC3